NC1=CC=C(C=C1)N(C1=CC=C(C2=CC=C(N(C)C3=CC=C(C=C3)N)C=C2)C=C1)C bis(4-aminophenyl)-N,N'-dimethylbenzidine